1-ethyl-3-(2-methoxy-4-(2-(4-morpholinophenylamino)thieno[3,2-d]pyrimidin-7-yl)phenyl)urea C(C)NC(=O)NC1=C(C=C(C=C1)C1=CSC2=C1N=C(N=C2)NC2=CC=C(C=C2)N2CCOCC2)OC